11-methyldodeca-2,4-dienamide CC(CCCCCC=CC=CC(=O)N)C